N1C=C(C=C1)CCC(=O)O 3-(PYRROL-3-YL)-PROPIONIC ACID